N1=C(C=CC=C1)C1(CCOC2(CCOC2)C1)CCN 2-(9-(pyridin-2-yl)-2,6-dioxaspiro[4.5]decan-9-yl)ethylamine